C1(CC1)CN1N=CC(=C1)OC=1C(=NC=C(N1)C1=CC(=C2CCN(CC2=C1)C)C)N 3-((1-(cyclopropylmethyl)-1H-pyrazol-4-yl)oxy)-5-(2,5-dimethyl-1,2,3,4-tetrahydroisoquinolin-7-yl)pyrazin-2-amine